ClC1=C(C(=CC(=N1)N1CCC(CC1)NC(OC(C)(C)C)=O)C#N)C1=CC(=C(C=C1)OC)F tert-butyl [1-(6-chloro-4-cyano-5-(3-fluoro-4-methoxyphenyl)pyridin-2-yl)piperidin-4-yl]carbamate